OC[Si](OCC)(OCC)CO bis(hydroxymethyl)(diethoxy)silane